3,5-dimethylbenzyl-magnesium bromide CC=1C=C(C[Mg]Br)C=C(C1)C